CCCCCCCCCCCCCC(=O)OCC(COP(=O)([O-])[O-])OC(=O)CCCCCCCCCCCCC The molecule is a phosphatidate(2-) obtained by deprotonation of both phosphate OH groups of 1,2-dimyristoylphosphatidic acid; major species at pH 7.3. It is a conjugate base of a dimyristoyl phosphatidic acid.